2-methyl-3,3,4,4,5,5,6,6,7,7,8,8,9,9,9-pentadecafluorononyl acrylate C(C=C)(=O)OCC(C(C(C(C(C(C(C(F)(F)F)(F)F)(F)F)(F)F)(F)F)(F)F)(F)F)C